[Fe].N=C1NC(C=CC1)=N 2,6-Diiminopyridine iron